C(C)(=O)OCCCCCCCC\C=C/CCC (Z)-trideca-9-en-1-yl acetate